(1R,3S,5R)-2-(2-(3-acetyl-7-methyl-5-(2-methylpyrimidin-5-yl)-1H-indazol-1-yl)acetyl)-N-(1-(furan-2-yl)propan-2-yl)-5-methyl-2-azabicyclo[3.1.0]hexane-3-carboxamide C(C)(=O)C1=NN(C2=C(C=C(C=C12)C=1C=NC(=NC1)C)C)CC(=O)N1[C@@H]2C[C@@]2(C[C@H]1C(=O)NC(CC=1OC=CC1)C)C